ClC=1C=C(C=CC1)C(=O)N1CC(/C(/CC1)=C/C#CC1=CC(=CC=C1)OC)(C)C (3-chlorophenyl){(4E)-4-[3-(3-methoxyphenyl)prop-2-yn-1-ylidene]-3,3-dimethylpiperidin-1-yl}methanone